POC1=CC(=C(C=C1)C1=CC=C(C=C1)OP)C1=C(C=C(C=C1)C(C)(C)C)C(C)(C)C (2,4-di-tert-butylphenyl)-1,1-biphenyl-4,4'-diyl bisphosphinite